CS(=O)(=O)OCCCCCCNC(=O)OC(C)(C)C 6-((tert-butoxycarbonyl)amino)hexyl methanesulfonate